ClC=1C=C(C=CC1F)NC1=NC=NC2=CC(=C(C=C12)OC1CCN(CC1)C(=O)N(CCOC)C)OC 4-[(3-chloro-4-fluorophenyl)amino]-6-{1-[(N-methyl-N-2-methoxyethyl-amino)-carbonyl]-piperidin-4-yloxy}-7-methoxy-quinazoline